C(C1=CC=CC=C1)OC=1C=C2C3=C(NC2=CC1)C=NC(=C3COC)Br 6-(benzyloxy)-3-bromo-4-(methoxymethyl)-9H-pyrido[3,4-b]indole